NC=1C(=NC(=C(N1)F)C1=CC(=CC=C1)CN(C)C)C=1C=C2CCNC(C2=CC1F)=O 6-(3-amino-6-(3-((dimethylamino)methyl)phenyl)-5-fluoropyrazin-2-yl)-7-fluoro-3,4-dihydroisoquinolin-1(2H)-one